2-((((9H-fluoren-9-yl)methoxy)carbonyl)amino)-2-methylpropanoic acid C1=CC=CC=2C3=CC=CC=C3C(C12)COC(=O)NC(C(=O)O)(C)C